FC=1C=CC2=C(CCO2)C1CNN1CN=C2C1=CN(C=1C=CC(=CC21)C(=O)N)C=2C=NN(C2)C 3-(((5-fluoro-2,3-dihydrobenzofuran-4-yl)methyl)amino)-5-(1-methyl-1H-pyrazol-4-yl)imidazo[4,5-c]quinoline-8-carboxamide